6-chloro-N2-(3,5-difluorophenyl)-N4-isopropyl-1,3,5-triazine-2,4-diamine ClC1=NC(=NC(=N1)NC1=CC(=CC(=C1)F)F)NC(C)C